FC(OCCN1N=C(C=C(C1=O)C)NC1=NN2C(C=C(C=C2)C2=CC(=NC=C2OC2CCC(CC2)O)C)=C1)F 2-[2-(difluoromethoxy)ethyl]-6-[[5-[5-(4-hydroxycyclohexoxy)-2-methyl-4-pyridyl]pyrazolo[1,5-a]pyridin-2-yl]amino]-4-methyl-pyridazin-3-one